CN1N=CC(=C1C)C1CC(NCC1)C1=CC=C(C=C1)C(=O)OC 4-(1,5-dimethyl-1H-pyrazol-4-yl)-2-(4-(methoxycarbonyl)phenyl)piperidine